OC(CCN1N=C2C=C(C(=CC2=C1)NC(C1=CC(=CC=C1)[N+](=O)[O-])=O)C1=CC=C(C(=O)NCC(=O)OC)C=C1)(C)C methyl (4-(2-(3-hydroxy-3-methylbutyl)-5-(3-nitrobenzamido)-2H-indazol-6-yl)benzoyl)glycinate